4,4'-(6-(4-nitrophenyl)-1,3,5-triazine-2,4-diyl)dimorpholine [N+](=O)([O-])C1=CC=C(C=C1)C1=NC(=NC(=N1)N1CCOCC1)N1CCOCC1